CC1=C(C=CC=C1COC1=CC=C(S1)CN1CCC(CC1)O)C1=CC=CC=C1 1-((5-((2-methyl-[1,1'-biphenyl]-3-yl)methoxy)thiophen-2-yl)methyl)piperidin-4-ol